N2-(2,2-difluoroethyl)pyridine-2,5-diamine FC(CNC1=NC=C(C=C1)N)F